FC=1C(=C(C=CC1)C(C)NC=1N=CC(=NC1)C(=O)N[C@H](C)\C=C\S(=O)(=O)C)C 5-((1-(3-fluoro-2-methylphenyl)ethyl)amino)-N-((R,E)-4-(methylsulfonyl)but-3-en-2-yl)pyrazine-2-carboxamide